N-[4-(2-oxo-2,3-dihydro-1H-naphtho[1,2-e][1,4]diazepin-5-yl)phenyl]-3-phenylpropanamide O=C1CN=C(C2=C(N1)C1=CC=CC=C1C=C2)C2=CC=C(C=C2)NC(CCC2=CC=CC=C2)=O